C(C)(C)(C)C=1C=C(C=CC1)NC(CN1N=C(C2=CC=CC=C12)C1C(NC(CC1)=O)=O)=O N-(3-(Tert-butyl)phenyl)-2-(3-(2,6-dioxopiperidin-3-yl)-1H-indazol-1-yl)-acetamide